methoxy-N-(3-(1-(trifluoromethyl)cyclopropyl)propyl)-1H-imidazole-1-carboxamide COC=1N(C=CN1)C(=O)NCCCC1(CC1)C(F)(F)F